azo-benzene hexyloxyacrylate C(CCCCC)OC(C(=O)O)=C.N(=NC1=CC=CC=C1)C1=CC=CC=C1